N1CC(CCC1)C=1C=NC=CC1 3-(Piperidin-3-yl)pyridine